C(C)(C)(C)OC(=O)N1CC(CCCCC1)I.CN1C=NC=C1C1=CC=CC(=N1)C(=O)NC=1C=NC=CC1 6-(1-methyl-1H-imidazol-5-yl)-N-(pyridin-3-yl)picolinamide tert-butyl-3-iodoazocane-1-carboxylate